methyl 6-oxa-2-azaspiro[3.4]octane-2-carboxylate C1N(CC12COCC2)C(=O)OC